2-((6-fluoro-2-methylpyridin-3-yl)oxy)-5-iodo-4-methylnicotinic acid methyl ester COC(C1=C(N=CC(=C1C)I)OC=1C(=NC(=CC1)F)C)=O